2-(1-methyl-1-ethylbutyl)-5-methylphenol, Sodium salt [Na].CC(CCC)(CC)C1=C(C=C(C=C1)C)O